F[C@H](CNC(=O)C=1C=NC2=CC=C(C=C2C1NC(C)C)C1=CC=NC=C1)C(C)(C)O (R)-N-(2-fluoro-3-hydroxy-3-methylbutyl)-4-(isopropylamino)-6-(pyridin-4-yl)quinoline-3-carboxamide